2-(1-(8-chloro-1,1-dihydroxy-2-(pyridin-4-yl)-2H-benzo[e][1,2]thiazin-3-yl)ethyl)isoindoline-1,3-dione ClC1=CC=CC=2C=C(N(S(C21)(O)O)C2=CC=NC=C2)C(C)N2C(C1=CC=CC=C1C2=O)=O